C(C)(C)(C)OC(=O)N1C[C@@H](CCC1)N1N=C(C=2C1=NC=NC2N)C2=CC=C(C=C2)OC2=CC=CC=C2 (R)-N-tert-butyloxycarbonyl-3-[4-amino-3-(4-phenoxyphenyl)-1H-pyrazolo[3,4-d]pyrimidin-1-yl]piperidine